tert-butyl 4-(4-ethoxycarbonyl-5-methyl-triazol-1-yl)azepane-1-carboxylate C(C)OC(=O)C=1N=NN(C1C)C1CCN(CCC1)C(=O)OC(C)(C)C